CCCC1N(CCC1)[C@H](C(=O)O)CC (S)-2-3-propyl-pyrrolidine-1-yl-butyric acid